O1C2=C(OCC1)C=C(C=C2)C(N2CCNCC2)C2=CC1=C(OCCO1)C=C2 1-(bis(2,3-dihydrobenzo[b][1,4]dioxin-6-yl)methyl)piperazine